m-chloroOxybenzoic acid ClOC=1C=C(C(=O)O)C=CC1